FC=1C=C(C=CC1F)NC1=CC(=C(C(=C1)OCOC)C#CC1CCOCC1)NC1=CC(=C(C=C1)F)F N1,N3-bis(3,4-difluorophenyl)-5-(methoxymethoxy)-4-(2-tetrahydropyran-4-ylethynyl)benzene-1,3-diamine